4-(3-amino-1-(1-methyl-3a,7a-dihydro-1H-benzo[d]-[1,2,3]triazol-5-yl)-1H-pyrazol-5-yl)-2-fluorobenzonitrile NC1=NN(C(=C1)C1=CC(=C(C#N)C=C1)F)C1=CC2C(N(N=N2)C)C=C1